(E)-2-(1-(benzhydrylimino)ethyl)-N-(5-chloro-4-(trifluoromethyl)pyridin-2-yl)-1,3-thiazole-5-carboxamide C(C1=CC=CC=C1)(C1=CC=CC=C1)\N=C(/C)\C=1SC(=CN1)C(=O)NC1=NC=C(C(=C1)C(F)(F)F)Cl